C(C)(C)(C)O[Zr](C(CC(=O)COCC)=O)(C(CC(=O)COCC)=O)OC(C)(C)C di-t-butoxy-bis(ethoxyacetoacetyl)zirconium